1-(3-(2-(2-((tert-butyldimethylsilyl)oxy)ethoxy)-6-morpholinopyridin-4-yl)-4-methylphenyl)-3-(2-(trifluoromethyl)pyrimidin-5-yl)urea [Si](C)(C)(C(C)(C)C)OCCOC1=NC(=CC(=C1)C=1C=C(C=CC1C)NC(=O)NC=1C=NC(=NC1)C(F)(F)F)N1CCOCC1